CN1N=CC(=C1)C1=CC=2C3=C(N=CC2C=C1)NC(=C3)C3CCNCC3 8-(1-methyl-1H-pyrazol-4-yl)-2-(piperidin-4-yl)-3H-pyrrolo[2,3-c]isoquinoline